ClC1=C(C=CC(=C1)OC1=CC=CC=C1)C(C1=CNC2=NC=C3C(=C21)NC(=N3)C3CC(CCC3)C#N)O 3-(8-((2-chloro-4-phenoxyphenyl)(hydroxy)methyl)-1,6-dihydroimidazo[4,5-d]Pyrrolo[2,3-b]Pyridin-2-yl)cyclohexane-1-carbonitrile